Cl.NC1=CC=C(C=C1)C1=NN(C(CC2=C1C=C1C(=C2)OCO1)C)C(NC)=O 1-(4-aminophenyl)-3-methylcarbamyl-4-methyl-3,4-dihydro-7,8-methylenedioxy-5H-2,3-benzodiazepine hydrochloride